C[C@H]1[C@H](N(C2CC1C2)C(=O)C2=NN(C=C2C2=NC=CC=N2)C)CNC2=NC=C(C=C2)C(F)(F)F |o1:1,2| N-{[(3S,4R) or (3R,4S)-4-methyl-2-[1-methyl-4-(pyrimidin-2-yl)-1H-pyrazole-3-carbonyl]-2-azabicyclo[3.1.1]heptan-3-yl]methyl}-5-(trifluoromethyl)pyridin-2-amine